C(C)(=O)C1=CC(=NN1)C(=O)N[C@H](CN1N=C(C=C1)C1=CC(=C(C=C1)C#N)Cl)C (S)-5-acetyl-N-(1-(3-(3-chloro-4-cyanophenyl)-1H-pyrazol-1-yl)propan-2-yl)-1H-pyrazole-3-carboxamide